bis(1,2-dimethyl-3-(2,4-dimethylpentan-2-yl)cyclopentadienyl)zirconium dichloride [Cl-].[Cl-].CC1(C(=C(C=C1)C(C)(CC(C)C)C)C)[Zr+2]C1(C(=C(C=C1)C(C)(CC(C)C)C)C)C